tert-butyl-6-(3-tert-butyl-2-hydroxyphenyl)-4-methylphenyl acrylate C(C=C)(=O)OC1=C(C=C(C=C1C1=C(C(=CC=C1)C(C)(C)C)O)C)C(C)(C)C